C(C=C)(=O)OCCC[Si](OCC)(C)C acryloxypropyldimethylethoxysilan